4-butylbenzoic acid methyl ester COC(C1=CC=C(C=C1)CCCC)=O